C(C)OC(=O)C=1NC=CC1C1=CC=CC=C1 3-phenyl-1H-pyrrole-2-carboxylic acid ethyl ester